1-(((R)-1-(3-amino-5-(trifluoromethyl)phenyl)ethyl)amino)-3-methyl-7-(1-methylpiperidine-3-yl)pyrido[3,4-d]pyridazin-4(3H)-one NC=1C=C(C=C(C1)C(F)(F)F)[C@@H](C)NC=1C2=C(C(N(N1)C)=O)C=NC(=C2)C2CN(CCC2)C